5-{7-[5-((3R,4R)-3-Dimethylamino-4-hydroxypyrrolidine-1-carbonyl)-pyridin-2-ylamino]-3-methyl-3H-imidazo[4,5-b]pyridin-5-yloxy}-4-methyl-pyridine-2-carbonitrile CN([C@@H]1CN(C[C@H]1O)C(=O)C=1C=CC(=NC1)NC1=C2C(=NC(=C1)OC=1C(=CC(=NC1)C#N)C)N(C=N2)C)C